1-amino-N-(3-(1-(3,5-dichlorophenyl)-3-(3,3-dimethylmorpholine-4-carbonyl)-7-methoxy-1,4-dihydrochromeno[4,3-c]pyrazol-8-yl)phenyl)-3,6,9,12,15,18-hexaoxahenicosan-21-amide NCCOCCOCCOCCOCCOCCOCCC(=O)NC1=CC(=CC=C1)C1=CC2=C(C=C1OC)OCC1=C2N(N=C1C(=O)N1C(COCC1)(C)C)C1=CC(=CC(=C1)Cl)Cl